(Z)-N-(1-(3,4-difluorobenzyl)-3-((3,5-dimethyl-1H-pyrrol-2-yl)methylene)-2-indolone-5-yl)cyclopropanecarboxamide FC=1C=C(CN2C(\C(\C3=CC(=CC=C23)NC(=O)C2CC2)=C/C=2NC(=CC2C)C)=O)C=CC1F